C(C)(C)(C)C1=NN(C(=C1C(F)(F)F)C(=O)N)CC1(CC(C1)(F)F)C 3-(Tert-butyl)-1-((3,3-difluoro-1-methylcyclobutyl)methyl)-4-(trifluoromethyl)-1H-pyrazole-5-carboxamide